N-((3S,4S)-3-((8-(1-cyclopropyl-1H-pyrazol-4-yl)-6-(2,6-dichloro-3,5-di-methoxyphenyl)pyrido[3,4-d]pyrimidin-2-yl)amino)tetrahydro-2H-pyran-4-yl)acrylamide C1(CC1)N1N=CC(=C1)C1=NC(=CC2=C1N=C(N=C2)N[C@@H]2COCC[C@@H]2NC(C=C)=O)C2=C(C(=CC(=C2Cl)OC)OC)Cl